OC=1C=C(C=CC1C1=CN=C(N=N1)N1CC2(C1)CCN(CC2)C)C2=CC(N(C=C2)C)=O 4-{3-hydroxy-4-[3-(7-methyl-2,7-diazaspiro[3.5]non-2-yl)-1,2,4-triazin-6-yl]phenyl}-1-methylpyridin-2(1H)-one